NC1=CC(=C(C(=O)O)C=C1)O p-amino-o-hydroxybenzoic acid